1-(4-aminobenzyl)-3-phenyl-1H-pyrrole-2,5-dione NC1=CC=C(CN2C(C(=CC2=O)C2=CC=CC=C2)=O)C=C1